O=C1N(CCC(N1)=O)C=1C=C(C=CC1)N1CCC(CC1)NC(C1=NC(=C(C=C1)N1CCN(CC1)CC=1C(=C2NC(C(=NC2=CC1)C)=O)F)F)=O N-(1-(3-(2,4-dioxotetrahydropyrimidin-1(2H)-yl)phenyl)piperidin-4-yl)-6-fluoro-5-(4-((5-fluoro-2-methyl-3-oxo-3,4-dihydroquinoxalin-6-yl)methyl)piperazin-1-yl)picolinamide